C(C)C(C(=O)OOC(CC)=O)CCCC propanoyl 2-ethylhexanoyl peroxide